2-nonyl-imidazole C(CCCCCCCC)C=1NC=CN1